NC1=CC=C(C=N1)CC(CN(CCCC)CCCC)N ((6-aminopyridin-3-yl)methyl)-N2,N2-dibutylethane-1,2-diamine